COC=1C=C(C=NC1)C1=NSC=C1 3-(5-methoxypyridin-3-yl)isothiazole